3-(2-chloro-3-(1,4-benzodioxan-6-yl)anilino)benzisoxazole ClC1=C(NC2=NOC3=C2C=CC=C3)C=CC=C1C1=CC3=C(OCCO3)C=C1